FC1=C(SC=C1C(C)(C)O)[S@@](=O)(N)=NC(NC1=C2CCCC2=CC=2CCCC12)=O (R)-3-fluoro-N'-((1,2,3,5,6,7-hexahydro-s-indacen-4-yl)carbamoyl)-4-(2-hydroxypropan-2-yl)thiophene-2-sulfonimidamide